C(C)OC1=CC=C(C=N1)C1N(C2CCC1CC2)C 3-(6-ethoxy-3-pyridyl)-2-methyl-2-azabicyclo[2.2.2]octane